tin diselenide [Sn](=[Se])=[Se]